NCC(C[Si](C)(C)OC(C)C)C 3-amino-2-methylpropyl-(isopropoxydimethylsilane)